tert-butyl (2-(4-isopropylpiperazin-1-yl)ethyl)(1-(3-(5-nitro-1H-indol-2-yl)phenyl)piperidin-4-yl)carbamate C(C)(C)N1CCN(CC1)CCN(C(OC(C)(C)C)=O)C1CCN(CC1)C1=CC(=CC=C1)C=1NC2=CC=C(C=C2C1)[N+](=O)[O-]